ClC(C(C)(C)[Pd](C1=CC=C(C=C1)N(C)C)C(C)(C)C)Cl dichloro-di-tert-butyl-(4-dimethylaminophenyl)palladium